C(C)(C)(C)OC(=O)N1CC(C1)C(=O)C12CC(C1)(C2)CC2=NN=C(N2)C2CC2 3-[3-[(5-cyclopropyl-4H-1,2,4-triazol-3-yl)methyl]-1-bicyclo[1.1.1]pentanoyl]azetidine-1-carboxylic acid tert-butyl ester